C(C1=CC=CC=C1)OC(=O)NC1CN(CCCC1(O)CC)C(=O)[O-] 3-(((benzyloxy) carbonyl) amino)-4-ethyl-4-hydroxyazepan-1-carboxylate